N-(2-(2-(2H-tetrazol-5-yl)phenyl)-6-(benzyl(propyl)amino)pyridin-4-yl)-2-(4-cyanophenyl)acetamide N=1NN=NC1C1=C(C=CC=C1)C1=NC(=CC(=C1)NC(CC1=CC=C(C=C1)C#N)=O)N(CCC)CC1=CC=CC=C1